C1C(CC12CC(C2)CO)CO spiro[3.3]Heptane-2,6-diyldimethanol